BrC1=C2C(=CNC2=CC=C1)C#N 4-bromo-3-cyano-indole